C1(=CC=CC=C1)C1=C2C=CC=CC2=C(C2=CC=CC=C12)C=1C=C2C=CC(=CC2=CC1)C1=CC2=C(OC3=C2C=CC=C3)C=C1 2-(6-(10-phenylanthracen-9-yl)naphthalen-2-yl)dibenzo[b,d]furan